1,4-bis(bromoethoxy)anthracene BrCCOC1=CC=C(C2=CC3=CC=CC=C3C=C12)OCCBr